3-{4-[(6,7-dimethoxy-4-quinolinyl)oxy]-3-fluoro-5-isopropenylphenyl}-1-[5-(trifluoromethyl)-3-pyridinyl]-2,4-imidazolidinedione COC=1C=C2C(=CC=NC2=CC1OC)OC1=C(C=C(C=C1C(=C)C)N1C(N(CC1=O)C=1C=NC=C(C1)C(F)(F)F)=O)F